C(C1=CC=CC=C1)[SiH2]C(C)([SiH](C1=CC(=CC(=C1)C)C)C1=CC(=CC(=C1)C)C)C1=CC=CC=C1 1-benzylsilyl-1-(bis(3,5-dimethylphenyl)silyl)ethylbenzene